(S)-2-(3-amino-3-methylpyrrolidin-1-yl)-5-(4-chloro-2-methyl-2H-indazol-5-yl)-3-methyl-3,7-dihydro-4H-pyrrolo[2,3-d]pyrimidin-4-one N[C@@]1(CN(CC1)C=1N(C(C2=C(N1)NC=C2C2=C(C1=CN(N=C1C=C2)C)Cl)=O)C)C